2-((2s,3s)-3-aminotetrahydro-2H-pyran-2-yl)-3-bromo-5-chloro-1-(difluoromethyl)-N-(furan-2-ylmethyl)-1H-pyrrolo[3,2-b]pyridin-7-amine N[C@@H]1[C@H](OCCC1)C1=C(C2=NC(=CC(=C2N1C(F)F)NCC=1OC=CC1)Cl)Br